methyl 1-(2-methoxy-5-(methoxycarbonyl)benzyl)-4-nitro-1H-pyrazole-5-carboxylate COC1=C(CN2N=CC(=C2C(=O)OC)[N+](=O)[O-])C=C(C=C1)C(=O)OC